COC1=CC=C(C=C1)NC1=NC=2C(C3=CN=CC=C13)=NN1C2C=NC=C1 N-(4-methoxyphenyl)pyrazino[1',2':1,5]pyrazolo[4,3-c][2,6]naphthyridin-5-amine